5,6-dibromo-1-indenone BrC=1C=C2C=CC(C2=CC1Br)=O